1-[(1R)-1-benzyl-2-ethoxy-ethyl]imidazo[4,5-c]quinolin-4-amine hydrochloride Cl.C(C1=CC=CC=C1)[C@H](COCC)N1C=NC=2C(=NC=3C=CC=CC3C21)N